methyl 2-amino-4-methoxybenzoate NC1=C(C(=O)OC)C=CC(=C1)OC